4-CHLORO-5-FLUORO-PYRIDINE-3-CARBALDEHYDE ClC1=C(C=NC=C1F)C=O